C(C)(C)(C)OC(NC12CCC(CC1)(CC2)CCN2CCN(CC2)C2=C(C(=CC=C2)Cl)Cl)=O (4-(2-(4-(2,3-dichlorophenyl)piperazin-1-yl)ethyl)bicyclo[2.2.2]oct-1-yl)carbamic acid tert-butyl ester